C(C)C(CCC(=O)O)CCCC 4-ethyl-octanoic acid